4-methylbenzenesulfonic acid 2,2-difluoroethyl ester FC(COS(=O)(=O)C1=CC=C(C=C1)C)F